ClC=1C(=C(C=CC1)NS(=O)(=O)C1=CC=C(C=C1)C1(N=N1)C(F)(F)F)N1CCCCC1 N-[3-chloro-2-(piperidin-1-yl)phenyl]-4-[3-(trifluoromethyl)-3H-diazirin-3-yl]benzene-1-sulfonamide